(P)-1-(5-chloro-4-hydroxy-2-methoxyphenyl)-N-(isoxazol-3-yl)-N-(4-methoxybenzyl)-2-oxo-1,2-dihydroquinoline-6-sulfonamide ClC=1C(=CC(=C(C1)N1C(C=CC2=CC(=CC=C12)S(=O)(=O)N(CC1=CC=C(C=C1)OC)C1=NOC=C1)=O)OC)O